C=1(C(=CC=CC1)N=C=O)N=C=O phenylen isocyanate